cis-geranyl-coa CC(=CCC/C(=C\C(=O)SCCNC(=O)CCNC(=O)[C@@H](C(C)(C)COP(=O)(O)OP(=O)(O)OC[C@@H]1[C@H]([C@H]([C@@H](O1)N2C=NC3=C(N=CN=C32)N)O)OP(=O)(O)O)O)/C)C